4-(3-(4-aminopiperidin-1-yl)propyl)-2-(2,6-dioxopiperidin-3-yl)isoindoline-1,3-dione NC1CCN(CC1)CCCC1=C2C(N(C(C2=CC=C1)=O)C1C(NC(CC1)=O)=O)=O